1-methyl-3-phenyl-5-(3-trifluoromethyl-phenyl)-4(1H)-pyridone CN1C=C(C(C(=C1)C1=CC(=CC=C1)C(F)(F)F)=O)C1=CC=CC=C1